FC=1C=CC2=C(C(C3=C(CS2(=O)=O)C=CC=C3)N3CCN(CC3)C(=O)C=3C=NC=C(C3)C)C1 [4-(2-fluoro-5,5-dioxo-6,11-dihydrobenzo[c][1]benzothiepin-11-yl)piperazin-1-yl]-(5-methyl-3-pyridyl)methanone